[C@@H]1([C@@H](C1)C(=O)O)C(=O)O Trans-cyclopropane-1,2-dicarboxylic acid